Imidazole-5-carboxylic acid lithium salt [Li+].N1C=NC=C1C(=O)[O-]